(R)-3-(1-amino-8-azaspiro[4.5]decan-8-yl)-6-(2,3-dichlorophenyl)-5-methylpyrazine-2-carbonitrile N[C@@H]1CCCC12CCN(CC2)C=2C(=NC(=C(N2)C)C2=C(C(=CC=C2)Cl)Cl)C#N